5-(4-(2-(3-fluoropyrrolidin-1-yl)-1-hydroxyethyl)piperidin-1-yl)-N-methyl-7-(trifluoromethyl)thieno[3,2-b]pyridine-3-carboxamide FC1CN(CC1)CC(O)C1CCN(CC1)C1=CC(=C2C(=N1)C(=CS2)C(=O)NC)C(F)(F)F